OC=1C=C(C=NC1)C=1C=C(C=C(C1)C(F)(F)F)CN1CCN(CC1)C1=CC=C(N=N1)C(=O)NS(=O)(=O)C1=CC(=C(C=C1)NCCSC1=CC=CC=C1)[N+](=O)[O-] 6-[4-[[3-(5-Hydroxypyridin-3-yl)-5-(trifluoromethyl)phenyl]methyl]piperazin-1-yl]-N-[3-nitro-4-(2-phenylsulfanylethylamino)phenyl]sulfonylpyridazine-3-carboxamide